3,5-dihydroxy-2,4,6-trinitrobromobenzene bishydroxylamine salt NO.NO.OC=1C(=C(C(=C(C1[N+](=O)[O-])O)[N+](=O)[O-])Br)[N+](=O)[O-]